4,4'-(hexane-1,6-diyl)dianiline C(CCCCCC1=CC=C(N)C=C1)C1=CC=C(N)C=C1